t-butyl-(R)-4-(1-(pyrimidin-2-yl)-1H-1,2,4-triazol-5-yl)thiazolidine C(C)(C)(C)[C@H]1SCC(N1)C1=NC=NN1C1=NC=CC=N1